C(C)N1N=C(C(=C1)C1=C(C=CC=C1C)C1=C2C(=CN=C1)SC(=C2)C#N)C(F)(F)F 4-(2-(1-ethyl-3-(trifluoromethyl)-1H-pyrazol-4-yl)-3-methylphenyl)thieno[2,3-c]pyridine-2-carbonitrile